N-(4-(3,3-difluoropiperidin-1-yl)pyrimidin-2-yl)-4-((2-hydroxyethyl)sulfonamido)-2-(6-azaspiro[2.5]octan-6-yl)benzamide FC1(CN(CCC1)C1=NC(=NC=C1)NC(C1=C(C=C(C=C1)NS(=O)(=O)CCO)N1CCC2(CC2)CC1)=O)F